NC1=C(C(=NC(=C1F)C1=CC=C2C=CNC2=C1F)C(=O)[O-])Cl 4-amino-3-chloro-5-fluoro-6-(7-fluoro-1H-indol-6-yl)pyridin-2-carboxylate